N[C@H]1CS(C2=C(N(C1=O)CC1=CC=C(C=C1)OC1=CC=C(C=C1)F)C=C(C=C2)C=2OC(=NN2)C(C)(C)C)(=O)=O (3R)-3-amino-7-(5-tert-butyl-1,3,4-oxadiazol-2-yl)-5-[[4-(4-fluorophenoxy)phenyl]methyl]-1,1-dioxo-2,3-dihydro-1lambda6,5-benzothiazepin-4-one